CN1CC(C1)(C)[C@@](C=1C=C(N=NC1)N1C(OC2(C1)CCCCC2)=O)(C2=CC=C(C=C2)C(C)C)O 3-{5-[(R)-(1,3-dimethyl-azetidin-3-yl)-hydroxy-(4-isopropyl-phenyl)-methyl]-pyridazin-3-yl}-1-oxa-3-aza-spiro[4.5]decan-2-one